3-(difluoromethyl)-5-(2-ethoxypyridin-3-yl)-1-isopropyl-N-((1-methyl-1H-pyrazol-4-yl)methyl)-1H-pyrazolo[4,3-b]Pyridin-7-amine FC(C1=NN(C=2C1=NC(=CC2NCC=2C=NN(C2)C)C=2C(=NC=CC2)OCC)C(C)C)F